CC1=NC2=CC=C(C=C2C(=N1)N1CC=2C=C(C=NC2CC1)N1C2=C(OCC1)N=CC=C2)C 1-[6-(2,6-dimethylquinazolin-4-yl)-7,8-dihydro-5H-1,6-naphthyridin-3-yl]-2,3-dihydropyrido[2,3-b][1,4]oxazine